ClC1=CC=C(C=N1)N(C1=NC=CC2=CC(=CC=C12)OC1CCN(CC1)C(=O)OC(C)(C)C)COCC[Si](C)(C)C tert-butyl 4-((1-((6-chloropyridin-3-yl)((2-(trimethylsilyl)ethoxy)methyl)amino)isoquinolin-6-yl)oxy)piperidine-1-carboxylate